FC1(CCN(CCC1)C1=NC2=CC=CC=C2C=C1C=1NC=2C=CN=C(C2C(C1OC)=O)C#N)F 2-[2-(4,4-difluoroazepan-1-yl)-3-quinolinyl]-3-methoxy-4-oxo-1H-1,6-naphthyridine-5-carbonitrile